(4-aminophenyl)(3-hydroxypyrrolidin-1-yl)methanone NC1=CC=C(C=C1)C(=O)N1CC(CC1)O